6-(2-(dimethylamino)ethoxy)-4-(6-(6-((6-methoxypyridin-3-yl)methyl)-3,6-diazabicyclo[3.1.1]heptan-3-yl)pyridin-3-yl)pyrazolo[1,5-a]pyridine-3-carbonitrile CN(CCOC=1C=C(C=2N(C1)N=CC2C#N)C=2C=NC(=CC2)N2CC1N(C(C2)C1)CC=1C=NC(=CC1)OC)C